4-(4-fluoromethyl-2,5-dioxoimidazolidin-4-yl)benzoic acid FCC1(NC(NC1=O)=O)C1=CC=C(C(=O)O)C=C1